(R)-1-(4-(trifluoromethyl)pyridin-3-yl)piperidin FC(C1=C(C=NC=C1)N1CCCCC1)(F)F